OCC1(CCC1)COC(=O)C1=CNC2=NC=CC=C21 ((1-(hydroxymethyl)cyclobutyl)methyl)-1H-pyrrolo[2,3-b]pyridine-3-carboxylate